ethyl 6-(2-{6-azaspiro[2.5]octan-6-yl}-4-(2-hydroxyethanesulfonamido)benzoylamino)-8-(4,4-difluoropiperidin-1-yl)quinoline-3-carboxylate C1CC12CCN(CC2)C2=C(C(=O)NC=1C=C3C=C(C=NC3=C(C1)N1CCC(CC1)(F)F)C(=O)OCC)C=CC(=C2)NS(=O)(=O)CCO